FC(C=1C=CC(NC1)=O)(F)F 5-trifluoromethylpyridin-2(1H)-one